4,5-bis(4-fluorophenyl)oxazole FC1=CC=C(C=C1)C=1N=COC1C1=CC=C(C=C1)F